FC(CC)(F)C=1C=C(C=CC1)NC(=O)C1C(=NN(C1=O)C1=CC=C2C(=CN(C2=C1)S(=O)(=O)C1=CC=C(C)C=C1)C)C N-(3-(1,1-difluoropropyl)phenyl)-3-methyl-1-(3-methyl-1-tosyl-1H-indol-6-yl)-5-oxo-4,5-dihydro-1H-pyrazole-4-carboxamide